(R)-3-(6-(3-methyl-1H-pyrrolo[2,3-b]pyridin-5-yl)-2-(4-hydroxypiperidine-1-carbonyl)-1,2,3,4-tetrahydroisoquinolin-8-yl)morpholine-4-carboxylic acid tert-butyl ester C(C)(C)(C)OC(=O)N1[C@@H](COCC1)C=1C=C(C=C2CCN(CC12)C(=O)N1CCC(CC1)O)C=1C=C2C(=NC1)NC=C2C